4-(1-(methylsulfonyl)indolin-7-yl)-7H-pyrrolo[2,3-d]pyrimidine-2,4-diamine CS(=O)(=O)N1CCC2=CC=CC(=C12)C1(C2=C(N=C(N1)N)NC=C2)N